C(C)(C)(C)OC(=O)N1C=C(C2=CC=CC=C12)C=1OC2=C(C=C(C=C2C(C1C)=O)C)C(C)NC1=C(C=CC=C1)C(=O)OC(C)(C)C.FC1=CC(=C(N)C=C1)OC 4-fluoro-2-methoxyaniline tert-Butyl-3-[8-[1-(2-tert-butoxycarbonylanilino)ethyl]-3,6-dimethyl-4-oxo-chromen-2-yl]indole-1-carboxylate